COC(=O)C1=CC(=CC=2NC(=NC21)N(C(=O)OC(C)(C)C)CC2=CC=CC=C2)C2=C(C=C(C=C2)C)Cl 2-(benzyl-(tert-butoxycarbonyl)amino)-6-(2-chloro-4-methylphenyl)-1H-benzo[d]imidazole-4-carboxylic acid methyl ester